tert-butyl (1R,3R,5S)-3-[(6-{6-ethoxy-5-[1-(oxan-2-yl)pyrazol-4-yl]pyridin-2-yl}pyridazin-3-yl) (methyl)amino]-8-azabicyclo[3.2.1]octane-8-carboxylate C(C)OC1=C(C=CC(=N1)C1=CC=C(N=N1)N(C1C[C@H]2CC[C@@H](C1)N2C(=O)OC(C)(C)C)C)C=2C=NN(C2)C2OCCCC2